1H-Pyrazolo[3,4-b]pyridine-5-carboxylic acid 4-(3-amino-pyrrolidine-1-sulfonyl)-benzylamide NC1CN(CC1)S(=O)(=O)C1=CC=C(CNC(=O)C=2C=C3C(=NC2)NN=C3)C=C1